C1(CC1)C(=O)OCCC1=NC=C(C=C1)NCC1=C(C=CC(=C1)Br)F (1S,2S)-2-[5-(5-bromo-2-fluoro-benzylamino)-pyridin-2-yl]Ethyl cyclopropanecarboxylate